1-Palmitoyl-2-oleoyl-sn-glycero-3-phosphoglycerol, sodium salt [Na].C(CCCCCCCCCCCCCCC)(=O)OC[C@@H](OC(CCCCCCC\C=C/CCCCCCCC)=O)COP(=O)(O)OCC(O)CO